OC1(CC(C1)CN1C(=CC=2C1=NC=CC2)C(=O)OCC)C ethyl 1-[(3-hydroxy-3-methylcyclobutyl) methyl]-1H-pyrrolo[2,3-b]pyridine-2-carboxylate